(2-ETHYL-1-OXOISOINDOLIN-5-YL)BORONIC ACID C(C)N1C(C2=CC=C(C=C2C1)B(O)O)=O